FC(CN1C[C@@]2(NS1)[C@H]1CC3=C(C[C@H]2CC1)C=C(C=C3)\C=C\CN3CCC(CC3)C(F)(F)F)(F)F (3'R,6R,9R)-5'-(2,2,2-trifluoroethyl)-2-((E)-3-(4-(trifluoromethyl)piperidin-1-yl)prop-1-en-1-yl)-5,6,7,8,9,10-hexahydrospiro[6,9-methanobenzo[8]annulene-11,3'-[1,2,5]thiadiazolidine]